COC=1C(=NC=C(N1)CC(C)C)CCC1=CC=CC=C1 3-methoxy-2-(2-phenylethyl)-5-(2-methylpropyl)pyrazine